5-(furan-2-yl)-1-(4-methoxyphenyl)-3-(trifluoromethyl)-1H-pyrazole O1C(=CC=C1)C1=CC(=NN1C1=CC=C(C=C1)OC)C(F)(F)F